O1C=C(C2=C1C=CC=C2)C[C@H](NC(=O)C2CC1(C2)CC(C1)C(N(C)C)=O)B(O)O (R)-(2-(benzofuran-3-yl)-1-(6-(dimethylcarbamoyl)spiro[3.3]heptane-2-carboxamido)ethyl)boronic acid